ClC=1C(=C(C=CC1)C(CC(=O)OC)C1=CC2=CC(=CC=C2C=C1)OCC(=O)NC1CCCCCC1)C Methyl 3-(3-chloro-2-methylphenyl)-3-(7-(2-(cycloheptylamino)-2-oxoethoxy)naphthalen-2-yl)propanoate